3,5,3',5'-tetrakis(3-pyridin-3-ylphenyl)[1,1']biphenyl N1=CC(=CC=C1)C=1C=C(C=CC1)C=1C=C(C=C(C1)C1=CC(=CC=C1)C=1C=NC=CC1)C1=CC(=CC(=C1)C1=CC(=CC=C1)C=1C=NC=CC1)C1=CC(=CC=C1)C=1C=NC=CC1